NC=1C2=C(N=CN1)N(C=C2C2=CC=C(C=1N2C=CN1)NC(=O)NC1=CC(=C(C=C1)CN1CCN(CC1)C)C(F)(F)F)CCO 1-(5-(4-amino-7-(2-hydroxy-ethyl)-7H-pyrrolo[2,3-d]pyrimidin-5-yl)imidazo[1,2-a]-pyridin-8-yl)-3-(4-((4-meth-ylpiperazin-1-yl)methyl)-3-(trifluoromethyl)phenyl)urea